chalconide C1(=[C-]C=CC=C1)\C=C\C(=O)C1=CC=CC=C1